3-((6'-(2H-Tetrazol-5-yl)-[1,1':3',1''-terphenyl]-4-yl)methyl)-2-butyl-1,3-diazaspiro[4.4]non-1-en-4-one N=1NN=NC1C1=CC=C(C=C1C1=CC=C(C=C1)CN1C(=NC2(C1=O)CCCC2)CCCC)C2=CC=CC=C2